C1(=CCCC1)C=1C=2N(N=C(C1)C=1C(NC(NC1)=O)=O)C=CN2 5-(8-(cyclopent-1-en-1-yl)imidazo[1,2-b]pyridazin-6-yl)pyrimidine-2,4(1H,3H)-dione